N-(5-(((2R,5'S)-5-((2S,6S)-2,6-Dimethylmorpholino)-5'-methyl-3H-spiro[furo[2,3-c]pyridine-2,3'-pyrrolidin]-1'-yl)methyl)-4-fluorothiazol-2-yl)acetamide C[C@@H]1O[C@H](CN(C1)C=1C=C2C(=CN1)O[C@]1(CN([C@H](C1)C)CC1=C(N=C(S1)NC(C)=O)F)C2)C